O1CCN(CC1)C1=NC(=C2C=CC=NC2=C1)OC1CCC(CC1)NC1=NC=C(C=N1)C(=O)N (((1s,4s)-4-((7-morpholino-1,6-naphthyridin-5-yl)oxy)cyclohexyl)amino)pyrimidine-5-carboxamide